rac-6-[2-(2,2-difluoroethoxy)phenyl]-5-oxo-2-(oxolan-3-yl)-2,5-dihydropyridazine-4-carboxylic Acid FC(COC1=C(C=CC=C1)C=1C(C(=CN(N1)[C@H]1COCC1)C(=O)O)=O)F |r|